C(C)(C)(C)OC(=O)N1[C@@H](CCC1)C(NC=1C=NN(C1)C)=O (2S)-2-[(1-methyl-1H-pyrazol-4-yl)carbamoyl]Pyrrolidine-1-carboxylic acid tert-butyl ester